FC1=C2[C@H](N(C(C2=CC=C1C1=NC=CC(=C1)CN1C[C@H](CC1)F)=O)[C@@H]1C(NC(CC1)=O)=O)C (S)-3-((R)-4-fluoro-5-(4-(((S)-3-fluoropyrrolidin-1-yl)methyl)pyridin-2-yl)-3-methyl-1-oxoisoindolin-2-yl)piperidine-2,6-dione